5-(5-chloro-1-(tetrahydro-2H-pyran-2-yl)-1H-pyrazolo[3,4-c]pyridin-3-yl)oxazole ClC=1C=C2C(=CN1)N(N=C2C2=CN=CO2)C2OCCCC2